((1S,2aS,2bR,4aR,6R,8aS,8bR,10aS)-6-hydroxy-6-(methoxymethyl)-10a-methylhexadecahydrocyclobuta[a]phenanthren-1-yl)((S)-2-methylpiperidin-1-yl)methanone O[C@@]1(CC[C@@H]2[C@H]3CC[C@]4([C@H]([C@@H]3CC[C@@H]2C1)C[C@@H]4C(=O)N4[C@H](CCCC4)C)C)COC